O1CCN(CC1)CC1=CC=C(C=C1)C1=CC(=C2C(=N1)C=CS2)NCCCN2CCC1(CCC(O1)=O)CC2 8-(3-((5-(4-(morpholinomethyl)phenyl)thieno[3,2-b]pyridin-7-yl)amino)propyl)-1-oxa-8-azaspiro[4.5]decan-2-one